C(=C)C1(C=CC(C=C1)=O)C=C=CCO 4-vinyl-4-hydroxymethylallenyl-2,5-cyclohexadienone